ClC1=C(C=C(C(=C1)N(C1=NC=CC=C1)C)C)N=CN(C)CC N'-(2-chloro-5-methyl-4-(methyl(pyridin-2-yl)amino)phenyl)-N-ethyl-N-methylformimidamide